(S)-3-(3-((2,5,8,11-tetraoxatridecan-13-yl)carbamoyl)phenyl)-2-aminopropanoic acid COCCOCCOCCOCCNC(=O)C=1C=C(C=CC1)C[C@@H](C(=O)O)N